2-[(E)-2-anilinovinyl]-1-(5-carboxypentyl)-3,3-dimethyl-indol-1-ium-5-sulfonate N(C1=CC=CC=C1)/C=C/C1=[N+](C2=CC=C(C=C2C1(C)C)S(=O)(=O)[O-])CCCCCC(=O)O